6-(2-(6-methylpyridin-2-yl)-4-(((2,3,5,6-tetrafluorophenyl)amino)methyl)-1H-imidazol-1-yl)imidazo[1,2-a]pyridine-3-carboxamide CC1=CC=CC(=N1)C=1N(C=C(N1)CNC1=C(C(=CC(=C1F)F)F)F)C=1C=CC=2N(C1)C(=CN2)C(=O)N